1-(pyridin-2-yl)piperidin-4-amine N1=C(C=CC=C1)N1CCC(CC1)N